4-(2-aminoethyl)benzyl fluoride hydrochloride Cl.NCCC1=CC=C(CF)C=C1